C1(CC1)C=1C=C(C=2N(C1)C=C(N2)CO)C(=O)O 6-cyclopropyl-2-(hydroxymethyl)imidazo[1,2-a]pyridine-8-carboxylic acid